C(#N)N=C(NC1=CC=C(C=C1)OCC)NCCCN1C=NC=C1C 2-Cyano(4-ethoxyphenyl)-3-(3-(5-methyl-1H-imidazol-1-yl)propyl)guanidin